2-ethyl-2-methyl-1,3-propanediol benzoate phenylglyoxylate C1(=CC=CC=C1)C(C(=O)OCC(COC(C1=CC=CC=C1)=O)(C)CC)=O